C(C1=CC=CC=C1)OC1=CC(=NC(=C1)C)C=1C(NC(=CC1)C(F)(F)F)(CCCCCCCCCCCCCCCCCCNCCCCCCCCCCCCCCCCCC)Cl 3-(4-benzyloxy-6-methyl-2-pyridinyl)-2-chloro-6-(trifluoromethyl)pyridineStearyl-(octadecyl)amine